BrC=1C(=CC(=NC1)Cl)N 5-bromo-2-chloro-pyridin-4-amine